COC=1C=C2C(=NC=NC2=CC1)NC1CC2(CC(C2)OC2=C(C(=O)N)C=CC=N2)C1 2-(((2S,4s,6S)-6-((6-methoxyquinazolin-4-yl)amino)spiro[3.3]heptan-2-yl)oxy)nicotinamide